amino-adipate NC(C(=O)[O-])CCCC(=O)[O-]